1-(4-chloro-3-(trifluoromethyl)phenyl)-3-(4-((5-(3-cyanopropoxy)-2,3-dihydro-[1,4]dioxino[2,3-f]quinolin-10-yl)oxy)phenyl)urea ClC1=C(C=C(C=C1)NC(=O)NC1=CC=C(C=C1)OC1=CC=NC2=CC(=C3C(=C12)OCCO3)OCCCC#N)C(F)(F)F